6-bromo-7-hydroxy-1-methyl-4-[4-methyl-4-(5-methyl-1,3-benzoxazol-2-yl)piperidin-1-yl]-2-oxo-1,2-dihydroquinoline-3-carbonitrile BrC=1C=C2C(=C(C(N(C2=CC1O)C)=O)C#N)N1CCC(CC1)(C=1OC2=C(N1)C=C(C=C2)C)C